3,5-dichloro-4-fluorotrifluoroacetyl-benzene ClC=1C=C(C=C(C1F)Cl)C(C(F)(F)F)=O